(2-chloro-5-(hydroxymethyl)phenyl)boronic acid ClC1=C(C=C(C=C1)CO)B(O)O